ClC1=C(C=CC(=C1)C1COC1)[C@@H]1COCCCN1C1=NC(=NC(=C1)C)N |r| (+/-)-4-[3-[2-chloro-4-(oxetan-3-yl)phenyl]-1,4-oxazepan-4-yl]-6-methyl-pyrimidin-2-amine